ClC1=C(C=C(OCC(=O)NC23CC(C2)(C3)NC(=O)[C@H]3COC2=C(O3)C=CC=C2)C=C1)F (2R)-N-{3-[2-(4-chloro-3-fluorophenoxy)acetamido]bicyclo[1.1.1]pentan-1-yl}-2,3-dihydro-1,4-benzodioxine-2-carboxamide